C(C)(=O)OCC=1C(CC2=C(C3C4CCC(C=C3C(CC21)(C#N)C#N)N4C(=O)OC(C)(C)C)COC(C)=O)=O (12-(tert-butoxycarbonyl)-10,10-dicyano-2-oxo-3,4a,5,6,7,8,10,11-octahydro-2H-5,8-epiminocyclopenta[b]heptalene-1,4-diyl)bis(methylene) diacetate